Nickel trialuminum [Al].[Al].[Al].[Ni]